1-[(2R)-4-(5-chloro-3-methylpyridin-2-yl)-2-methylpiperazin-1-yl]-3-[({imidazo[1,2-a]pyridin-5-yl}methyl)amino]propan-1-one ClC=1C=C(C(=NC1)N1C[C@H](N(CC1)C(CCNCC1=CC=CC=2N1C=CN2)=O)C)C